CC=1N=C(N(C1C)COCC[Si](C)(C)C)C=1N=CN2C1C=CC(=C2)C=2C(=C(C=CC2F)NS(=O)(=O)C=2C(=NC=C(C2)F)OC)F N-[3-[1-(4,5-dimethyl-1-[[2-(trimethylsilyl)ethoxy]methyl]imidazol-2-yl)imidazo[1,5-a]pyridin-6-yl]-2,4-difluorophenyl]-5-fluoro-2-methoxypyridine-3-sulfonamide